BrC1=C(C(=O)NC2=CC=CC=C2)C=C(C=C1)N1C=NN=C1 2-bromo-N-phenyl-5-(4H-1,2,4-triazol-4-yl)benzamide